N-((1S)-(4,4-difluorocyclohexyl)(6-(((5R)-2-oxo-5-(trifluoromethyl)piperidin-3-yl)methyl)imidazo[1,2-b]pyridazin-2-yl)methyl)-3-(2-fluoroethyl)isoxazole-4-carboxamide FC1(CCC(CC1)[C@H](NC(=O)C=1C(=NOC1)CCF)C=1N=C2N(N=C(C=C2)CC2C(NC[C@@H](C2)C(F)(F)F)=O)C1)F